2-(phenylseleno)ethan-1-ol tert-butyl-9-((4-(3-(2,6-dioxopiperidin-3-yl)-1-methyl-1H-indazol-6-yl)piperidin-1-yl)methyl)-3-azaspiro[5.5]undecane-3-carboxylate C(C)(C)(C)C1CN(CCC12CCC(CC2)CN2CCC(CC2)C2=CC=C1C(=NN(C1=C2)C)C2C(NC(CC2)=O)=O)C(=O)OCC[Se]C2=CC=CC=C2